1-di-iso-propylamino-1,4-disilabutane C(C)(C)N([SiH2]CC[SiH3])C(C)C